ClC=1C=C(C(=C(C1)O)C=1N=NC(=CC1)NC1CN(CCC1)C)F 5-chloro-3-fluoro-2-(6-((1-methylpiperidin-3-yl)amino)pyridazin-3-yl)phenol